S-(4-methylphenyl) diethyl thiophosphite P(SC1=CC=C(C=C1)C)(OCC)OCC